3-isopropyl-2-(2-methylpyridin-4-yl)-5-(1-(3,3,3-trifluoropropyl)piperidin-4-yl)-1H-indole C(C)(C)C1=C(NC2=CC=C(C=C12)C1CCN(CC1)CCC(F)(F)F)C1=CC(=NC=C1)C